5,5-dimethyl-4,5,6,7-tetrahydropyrazolo[1,5-a]pyridin-4-amine CC1(C(C=2N(CC1)N=CC2)N)C